dioctyltin bis(methylmaleate) C/C(/C(=O)[O-])=C/C(=O)[O-].C/C(/C(=O)[O-])=C/C(=O)[O-].C(CCCCCCC)[Sn+4]CCCCCCCC